6-bromo-2-(4-(difluoromethoxy)benzyl)benzo[d]thiazole BrC1=CC2=C(N=C(S2)CC2=CC=C(C=C2)OC(F)F)C=C1